3,9-dimethyl-6-oxa-3,9-diaza-undecane-1,11-diol CN(CCO)CCOCCN(CCO)C